C(C)OC(=O)C=1C(=NC(=C(C1OCC1=CC=CC=C1)CC(=O)OC)C)Cl 4-benzyloxy-2-chloro-5-(2-methoxy-2-oxo-ethyl)-6-methyl-pyridine-3-carboxylic acid ethyl ester